1-(p-bromophenylethynyl)-2-(vinyloxy)benzene BrC1=CC=C(C=C1)C#CC1=C(C=CC=C1)OC=C